OC=1C=CC=2N(C1)C(=CN2)C(=O)O 6-hydroxyimidazo[1,2-a]pyridine-3-carboxylic acid